6-[3-bromo-2-fluoro-4-(methoxymethyloxy)phenyl]-5-methyl-4,5-dihydro-2H-pyridazin-3-one BrC=1C(=C(C=CC1OCOC)C=1C(CC(NN1)=O)C)F